ClC=1C=C2C=CN(C2=C(C1)C1=C2C(=NC=C1)C=C(S2)CN2C(C1C(C1C2=O)(C)C)=O)CC2(CCNCC2)C#N 4-((5-Chloro-7-(2-((6,6-Dimethyl-2,4-dioxo-3-azabicyclo[3.1.0]hex-3-yl)methyl)thieno[3,2-b]pyridin-7-yl)-1H-indol-1-yl)methyl)piperidine-4-carbonitrile